4-(N-(3-(tert-butyl)-5-cyclopropylbenzyl)-2-(N-((6-(trifluoromethyl)pyridin-3-yl)methyl)-(2,3,4,5,6-pentafluoro-phenyl)sulfonamido)acetamido)-3-methoxybenzoic acid C(C)(C)(C)C=1C=C(CN(C(CN(S(=O)(=O)C2=C(C(=C(C(=C2F)F)F)F)F)CC=2C=NC(=CC2)C(F)(F)F)=O)C2=C(C=C(C(=O)O)C=C2)OC)C=C(C1)C1CC1